3-(3-fluorophenoxy)-2,2-dimethyl-N-(1-methylpiperidin-4-yl)propanamide FC=1C=C(OCC(C(=O)NC2CCN(CC2)C)(C)C)C=CC1